NC1=CC(=C2CCC(C2=C1)=O)Cl 6-amino-4-chloro-2,3-dihydro-1H-inden-1-one